ethyl (S)-3-(6-bromobenzo[d]oxazol-2-yl)-2-((tert-butoxycarbonyl)amino)propanoate BrC1=CC2=C(N=C(O2)C[C@@H](C(=O)OCC)NC(=O)OC(C)(C)C)C=C1